FC1=CC2=C(N=CS2)C=C1 6-fluoro-(benzothiazol)